N-(4-(tert-butyl)phenyl)-3-(indolin-1-ylsulfonyl)benzamide C(C)(C)(C)C1=CC=C(C=C1)NC(C1=CC(=CC=C1)S(=O)(=O)N1CCC2=CC=CC=C12)=O